(2-chloro-4-fluoro-phenyl)-[8-[2-(methoxymethoxy)-5-[(4-phenyl-1-piperidyl)sulfonyl]phenyl]-3,8-diazabicyclo[3.2.1]octan-3-yl]methanone ClC1=C(C=CC(=C1)F)C(=O)N1CC2CCC(C1)N2C2=C(C=CC(=C2)S(=O)(=O)N2CCC(CC2)C2=CC=CC=C2)OCOC